FC1=C(COCC2=C(N)C=C(C=C2)C)C=CC=C1 2-(((2-fluorobenzyl)oxy)methyl)-5-methylaniline